O[C@@H]1[C@@H](CCCC1)C(=O)OC[C@@H](CCCC)CC |o1:11| rel-2-ethylhexyl (1R,2S)-2-hydroxycyclohexanecarboxylate